BrC=1C=CC(=NC1CC)NS(=O)(=O)C1=C(C=CC=C1)Cl N-(5-bromo-6-ethylpyridin-2-yl)-2-chlorobenzenesulfonamide